3-Amino-9-methyl-9-azabicyclo[3.3.1]nonane NC1CC2CCCC(C1)N2C